BrC=1C=C(C=CC1)C1(CCC1)CNC1=CC(=NC=2N1N=CN2)C(F)(F)F N-[[1-(3-bromophenyl)cyclobutyl]methyl]-5-(trifluoromethyl)-[1,2,4]triazolo[1,5-a]pyrimidin-7-amine